5-(6-((diethoxyphosphoryl)methyl)-1,2,4,5-tetrazin-3-yl)isophthalic Acid C(C)OP(=O)(OCC)CC1=NN=C(N=N1)C=1C=C(C=C(C(=O)O)C1)C(=O)O